2-chloro-3-methyl-5-(3,4,7-trichloro-2-methyl-2H-indazol-5-yl)-7-((2-(trimethylsilyl)ethoxy)methyl)-3,7-dihydro-4H-pyrrolo[2,3-d]pyrimidin-4-one ClC=1N(C(C2=C(N1)N(C=C2C2=C(C1=C(N(N=C1C(=C2)Cl)C)Cl)Cl)COCC[Si](C)(C)C)=O)C